6-Ethyl-9-fluoro-8-[2-methoxy-5-(trifluoromethyl)-pyridin-3-yl]-1,4,4-trimethyl-5H-[1,2,4]triazolo[4,3-a]quinoxaline C(C)C1=C2NC(C=3N(C2=C(C(=C1)C=1C(=NC=C(C1)C(F)(F)F)OC)F)C(=NN3)C)(C)C